C1(OC(CC2=CC=CC=C12)=O)=O isochroman-1,3-dione